4-benzyloxy-2-chloro-3-(ethoxymethyl)-6-methyl-pyridine C(C1=CC=CC=C1)OC1=C(C(=NC(=C1)C)Cl)COCC